NC1=NC2=CC(=CC=C2C=C1F)CN(C(=O)C=1C=NC=CC1)C1=CC=CC=2CCS(C21)(=O)=O N-[(2-amino-3-fluoroquinolin-7-yl)methyl]-N-(1,1-dioxo-2,3-dihydro-1λ6-benzothiophen-7-yl)pyridine-3-carboxamide